[H-].C(CCC)OPOCCCC dibutoxyphosphine hydride